C(CCCCCCC)N(C(SC(N(CCCCCCCC)CCCCCCCC)=S)=S)CCCCCCCC tetraoctyl-thiuram monosulfide